CC(C)(C1CC2C(CC1)O2)C2CC1C(CC2)O1 Propane-2,2-diyl-bis(3,4-epoxycyclohexane)